ethyl 5-(tert-butoxycarbonylamino)-4,7-difluoro-indan-2-carboxylate C(C)(C)(C)OC(=O)NC=1C(=C2CC(CC2=C(C1)F)C(=O)OCC)F